FC1(CC(C1)C1=CC(=CC=N1)C)F 6-(3,3-Difluorocyclobutyl)-4-methylpyridin